2-(2-fluorophenyl)-2-methyl-4-acetoxy-5-amino-3(2H)-furanone FC1=C(C=CC=C1)C1(OC(=C(C1=O)OC(C)=O)N)C